IC=1C=C(C=CC1)CCCCCCCCCCCCC(OP(=O)([O-])O)C[N+](C)(C)C 12-(3-iodophenyl)dodecyl-phosphocholine